CN(C1=CC=C(C=N1)C1=CC(=C(C=C1)C=1SC2=C(N1)C=CC(=C2)NCCOCCOC2=CC=C1C(N(CC1=C2)C2C(NC(CC2)=O)=O)=O)C(F)(F)F)C 3-[6-[2-[2-[[2-[4-[6-(dimethylamino)pyridin-3-yl]-2-(trifluoromethyl)phenyl]-1,3-benzothiazol-6-yl]amino]ethoxy]ethoxy]-3-oxidanylidene-1H-isoindol-2-yl]piperidine-2,6-dione